O[C@H]1[C@H](O)[C@@H](O)[C@@H](O)CO1 alpha-L-arabinopyranose